N-acetyl-5-Aminosalicylic acid C(C)(=O)NC1=CC=C(C(C(=O)O)=C1)O